6-(4-chlorophenyl)-N-(piperidin-3-ylmethyl)-2-(pyridin-3-yl)pyrimidin-4-amine ClC1=CC=C(C=C1)C1=CC(=NC(=N1)C=1C=NC=CC1)NCC1CNCCC1